C(CCC)(=O)OC=1C(=NC=CC1OC)C(N[C@H](C(=O)NN(C)C(C1=CC(=CC=C1)C1CC1)C1=CC(=CC=C1)C1CC1)C)=O (S)-2-((1-(2-(bis(3-cyclopropylphenyl)methyl)-2-methylhydrazineyl)-1-oxopropan-2-yl)carbamoyl)-4-methoxypyridin-3-yl butyrate